C1(CCCCC1)CNCC(O)C1=CC=C(C=C1)O 2-[(cyclohexyl-methyl)amino]-1-(p-hydroxyphenyl)-1-ethanol